7-(3-chlorobenzyl)-4-(2,4-difluorobenzyl)-6,7,8,9-tetrahydroimidazo[1,2-a]pyrido[3,4-e]pyrimidin-5(4H)-one ClC=1C=C(CN2CC=3C(N(C=4N(C3CC2)C=CN4)CC4=C(C=C(C=C4)F)F)=O)C=CC1